OC(C)=CC=C 2-hydroxypentane-2,4-diene